1-(3-(5-amino-3-(6-((4-cyclopropylpyridin-2-yl)oxy)pyridin-3-yl)imidazo[1,5-c]pyrimidin-1-yl)pyrrolidin-1-yl)but-2-yn-1-one NC1=NC=CC=2N1C(=NC2C2CN(CC2)C(C#CC)=O)C=2C=NC(=CC2)OC2=NC=CC(=C2)C2CC2